3-[(3R)-3-[(5-bromooxazolo[4,5-b]pyridin-2-yl)amino]piperidine-1-carbonyl]cyclobutanone BrC1=CC=C2C(=N1)N=C(O2)N[C@H]2CN(CCC2)C(=O)C2CC(C2)=O